2-amino-N,N-dimethyl-5-(4-((1-phenylethyl)amino)-quinazolin-6-yl)-nicotinamide NC1=C(C(=O)N(C)C)C=C(C=N1)C=1C=C2C(=NC=NC2=CC1)NC(C)C1=CC=CC=C1